N[C@H]1C[C@H](CCC1)C(=O)NC1=NC=C(C(=C1)Br)Cl (1S,3R)-3-amino-N-(4-bromo-5-chloropyridin-2-yl)cyclohexane-1-carboxamide